OC1=C(CC2=C(C(=CC(=C2)C(C)(C)C)CC2=C(C=CC(=C2)C(C)(C)C)O)O)C=C(C=C1)C(C)(C)C 2,6-bis(2-hydroxy-5-tert-butylbenzyl)-4-tert-butylphenol